3-Methyl-5-(N-(2-(4-(4-methylbenzoyl)piperazin-1-yl)phenyl)-N-phenethylsulfamoyl)benzofuran-2-Carboxylic acid CC1=C(OC2=C1C=C(C=C2)S(N(CCC2=CC=CC=C2)C2=C(C=CC=C2)N2CCN(CC2)C(C2=CC=C(C=C2)C)=O)(=O)=O)C(=O)O